palladium mesylate S(C)(=O)(=O)[O-].[Pd+2].S(C)(=O)(=O)[O-]